(R)-β-amino-4-(2-cyanophenyl)-butyric acid N[C@@H](CC(=O)O)CC1=C(C=CC=C1)C#N